4-(((5-fluoro-2-((1-(oxetan-3-yl)-1H-pyrazol-4-yl)amino)pyrimidin-4-yl)oxy)methyl)cyclohexan-1-ol FC=1C(=NC(=NC1)NC=1C=NN(C1)C1COC1)OCC1CCC(CC1)O